FC=1C=C(CC2=CN=C(S2)NC(=O)C2=CN(C(C=C2)=O)C)C=CC1 N-(5-(3-fluorobenzyl)thiazol-2-yl)-1-methyl-6-oxo-1,6-dihydropyridine-3-carboxamide